2-(2-(cyclopropanesulfonamido)thiazol-4-yl)-N-(2-fluoro-4-(6-(trifluoromethyl)pyrazin-2-yl)phenyl)-2-methylpropanamide C1(CC1)S(=O)(=O)NC=1SC=C(N1)C(C(=O)NC1=C(C=C(C=C1)C1=NC(=CN=C1)C(F)(F)F)F)(C)C